C(#N)C1CC=CCC1C#N 4,5-dicyanocyclohexene